O=C1N(C(C=C1)=O)CCN1CC(N(CC1)CC(=O)O)=O 2-[4-[2-(2,5-dioxopyrrol-1-yl)ethyl]-2-oxo-piperazin-1-yl]acetic acid